CC1(CC2(OC3=C(C=C(C=C13)C)P(C1=CC=CC=C1)C1=CC=CC=C1)OC1=C(C=C(C=C1C(C2)(C)C)C)P(C2=CC=CC=C2)C2=CC=CC=C2)C 4,4,4',4',6,6'-Hexamethyl-2,2'-spirobichromane-8,8'-diylbis(diphenylphosphane)